ClC=1C(=NC(=NC1)N1CCN(CC1)CCOC)N1CC(C1)C(=O)NC(C)(C)C1=CN=C2N1C=CC=C2 1-{5-chloro-2-[4-(2-methoxyethyl)piperazin-1-yl]pyrimidin-4-yl}-N-(2-{imidazo[1,2-a]pyridin-3-yl}propan-2-yl)azetidine-3-carboxamide